BrC1=C(C(=O)NS(=O)(=O)C2=CC(=C(C=C2)NCC2CCOCC2)[N+](=O)[O-])C=CC(=C1)N1CCN(CC1)CC1=C(CC(CC1)(C)C)C1=CC=C(C=C1)Cl 2-bromo-4-(4-((2-(4-chlorophenyl)-4,4-dimethylcyclohex-1-enyl)methyl)piperazin-1-yl)-N-(3-nitro-4-((tetrahydro-2H-pyran-4-yl)methylamino)phenylsulfonyl)benzamide